FC1=C(C=CC=C1)NC=1C=NC=2CC(N(C(C2C1)([2H])[2H])C1=C(C=C(N=N1)C#N)C)([2H])[2H] 6-(3-((2-fluorophenyl)amino)-7,8-dihydro-1,6-naphthyridin-6(5H)-yl-5,5,7,7-d4)-5-methylpyridazine-3-carbonitrile